1-pentyl-cyclohexa-1,4-diene C(CCCC)C1=CCC=CC1